(5Z)-6,10-dimethyl-5,9-undecadiene-2-one C/C(=C/CCC(C)=O)/CCC=C(C)C